3'-O-tert-butoxycarbonyl-5-fluoro-2'-deoxyuridine C(C)(C)(C)OC(=O)O[C@H]1C[C@@H](O[C@@H]1CO)N1C(=O)NC(=O)C(=C1)F